(1-methyl-1-phenyl-ethyl)-8-phenyl-1,3-diazaspiro[4.5]decan CC(C)(C1=CC=CC=C1)N1CNCC12CCC(CC2)C2=CC=CC=C2